FC=1C=C(C=CC1F)NC(=O)C=1N(C(=C2C(NC(CCC21)(C)C=2N=NN(C2)CCO)=O)C)C N-(3,4-difluorophenyl)-6-(1-(2-hydroxyethyl)-1H-1,2,3-triazol-4-yl)-2,3,6-trimethyl-4-oxo-2,4,5,6,7,8-hexahydropyrrolo[3,4-c]azepine-1-carboxamide